C(#N)C=1C=NN2C1C(=CC(=C2)C=2C=NN(C2)[C@@H]2CN(CCC2)C(=O)OC(C)(C)C)SCCC(=O)OCC tert-butyl (3S)-3-[4-[3-cyano-4-(3-ethoxy-3-oxo-propyl)sulfanylpyrazolo[1,5-a]pyridin-6-yl]pyrazol-1-yl]piperidine-1-carboxylate